(1-(2-(4-morpholinophenyl)acetyl)piperidin-4-yl)-1H-benzo[d]imidazol-2(3H)-one O1CCN(CC1)C1=CC=C(C=C1)CC(=O)N1CCC(CC1)N1C(NC2=C1C=CC=C2)=O